COC1=CC(=C(C=N1)C1=C(C(=CC=C1)N)N)C (6-methoxy-4-methylpyridin-3-yl)benzene-1,2-diamine